CC1(OCCN2C1=CC(=N2)S(=O)(=O)NC(NC2=C1CCCC1=CC(=C2C2=C1C(=NC=C2)NC=C1)C)=O)C 4,4-dimethyl-N-((6-methyl-5-(1H-pyrrolo[2,3-b]pyridin-4-yl)-2,3-dihydro-1H-inden-4-yl)carbamoyl)-6,7-dihydro-4H-pyrazolo[5,1-c][1,4]oxazine-2-sulfonamide